(S)-tert-butyl (3-((4-(methylthio)-1-oxo-1-((4-phenylthiazol-2-yl)amino)butan-2-yl)carbamoyl)phenyl)carbamate CSCC[C@@H](C(NC=1SC=C(N1)C1=CC=CC=C1)=O)NC(=O)C=1C=C(C=CC1)NC(OC(C)(C)C)=O